Trans-2-((4-(5-((((R)-1-(2-chlorophenyl)ethoxy)carbonyl)amino)-1-methyl-1H-pyrazol-4-yl)phenyl)carbamoyl)cyclohexane-1-carboxylic acid ClC1=C(C=CC=C1)[C@@H](C)OC(=O)NC1=C(C=NN1C)C1=CC=C(C=C1)NC(=O)[C@H]1[C@@H](CCCC1)C(=O)O